(S)-1-[3-(1-Methyl-1H-indazol-3-yl)pyridine-2-yl]-2-(pyridin-2-yl)ethan-1-amine hydrochloride Cl.CN1N=C(C2=CC=CC=C12)C=1C(=NC=CC1)[C@H](CC1=NC=CC=C1)N